N-(3-(4,4-difluoropiperidin-1-yl)propyl)-2-(m-tolyl)benzo[d]imidazo[2,1-b]thiazole FC1(CCN(CC1)CCCN1C(=CN2C1SC1=C2C=CC=C1)C=1C=C(C=CC1)C)F